C1(CC1)S(=O)(=O)NC=1SC=C(N1)C(C(=O)NC1=C(C=C(C=C1)C=1C=NC=C(C1)F)C(F)(F)F)OC 2-(2-(cyclopropanesulfonylamino)thiazol-4-yl)-N-(4-(5-fluoropyridin-3-yl)-2-(trifluoromethyl)phenyl)-2-methoxyacetamide